CC1=C(C(CO1)=O)N1CCCC1 5-methyl-4-(1-pyrrolidinyl)-3[2H]-furanone